NC=1C=C(OC=2C=C(C=CC2)S(=O)(=O)C2=CC(=CC=C2)OC2=CC(=CC=C2)N)C=CC1 bis[3-(3-aminophenoxy)phenyl] sulfone